2-(2-(1-benzyl-1H-1,2,3-triazol-4-yl)naphthalen-1-yl)-3-methylcyclohex-2-en-1-one-O-methyloxime CON=C1C(=C(CCC1)C)C1=C(C=CC2=CC=CC=C12)C=1N=NN(C1)CC1=CC=CC=C1